ClC1=NC=CC(=C1Cl)SC=1C=2N(C(=NC1)N1CCC3(CCC[C@H]3N)CC1)C=NN2 (R)-8-(8-((2,3-dichloropyridin-4-yl)thio)-[1,2,4]triazolo[4,3-c]pyrimidin-5-yl)-8-azaspiro[4.5]decan-1-amine